COC1=C(C(=CC(=C1C1=C(C=CC(=C1)C)C(=C)C)OC)CCCCC)C1=CC(=CC=C1)N1CCOCC1 4-(2',4'-dimethoxy-5''-methyl-6'-pentyl-2''-(prop-1-en-2-yl)-[1,1':3',1''-terphenyl]-3-yl)morpholine